ClC=1C=CC(=C2C=C(NC12)C(=O)N1[C@@H]([C@H]2C([C@H]2C1)(C)C)C(=O)N[C@H](C(=O)OC)C[C@H]1C(NCC1)=O)F (S)-methyl 2-((1R,2S,5S)-3-(7-chloro-4-fluoro-1H-indole-2-carbonyl)-6,6-dimethyl-3-azabicyclo[3.1.0]hexane-2-carboxamido)-3-((S)-2-oxopyrrolidin-3-yl)propanoate